2-{4-amino-4-[6-(2-ethoxyphenyl)pyridin-3-yl]Piperidin-1-yl}-5-chlorobenzonitrile NC1(CCN(CC1)C1=C(C#N)C=C(C=C1)Cl)C=1C=NC(=CC1)C1=C(C=CC=C1)OCC